FC1(CC(C1)OC1=C(C(=CC2=C1C(N1[C@@H](CO2)C[C@H](C1)O)=O)C)F)F (2R,11aR)-6-(3,3-difluorocyclobutoxy)-7-fluoro-2-hydroxy-8-methyl-2,3,11,11a-tetrahydro-1H,5H-benzo[f]pyrrolo[2,1-c][1,4]oxazepine-5-one